C(C)(C)[C@H]1C(NC=2C(=NC(=NC2N1C)NC1CN(C1)C([C@@H](C)C1=CC=CC=C1)=O)C)=O (S)-7-isopropyl-4,8-dimethyl-2-((1-((S)-2-phenylpropionyl)azetidin-3-yl)amino)-7,8-dihydropteridin-6(5H)-one